N-(5-(3-(3,3-dimethylbutoxy)-5-fluorophenyl)-4-(2-isopropoxy-6-methylphenyl)thiazol-2-yl)-2-fluoropyridine-4-sulfonamide CC(CCOC=1C=C(C=C(C1)F)C1=C(N=C(S1)NS(=O)(=O)C1=CC(=NC=C1)F)C1=C(C=CC=C1C)OC(C)C)(C)C